(3S,7R,8aS)-3-(4-chlorobenzyl)-2-(1-(pyrimidin-2-yl)piperidin-4-yl)octahydro-pyrrolo[1,2-a]pyrazin-7-ol 2,2,2-trifluoroacetate FC(C(=O)O)(F)F.ClC1=CC=C(C[C@@H]2N(C[C@H]3N(C2)C[C@@H](C3)O)C3CCN(CC3)C3=NC=CC=N3)C=C1